di(methylbenzoyl)tartaric acid CC1=C(C(=O)C(C(C(=O)O)(O)C(C2=C(C=CC=C2)C)=O)(O)C(=O)O)C=CC=C1